C(C1=CC=CC=C1)OC=1C=C2C=CN(C2=CC1)C1=C(C=CC=C1)Cl 5-(benzyloxy)-1-(2-chlorophenyl)-1H-indole